7-[[5-(3-ethyl-1,2,4-oxadiazol-5-yl)-4-[[(1S)-2-hydroxy-1-phenyl-ethyl]amino]pyrimidin-2-yl]amino]-2-methyl-1,4-dihydroisoquinolin-3-one C(C)C1=NOC(=N1)C=1C(=NC(=NC1)NC1=CC=C2CC(N(CC2=C1)C)=O)N[C@H](CO)C1=CC=CC=C1